CCS(=O)(=O)O.CS(=O)(=O)OC Methyl methanesulfonate (Methyl methansulfonate)